ClC(=O)OC1CCC(CC1)C (1r,4r)-4-methylcyclohexyl chloroformate